1-[4-(3-Chloro-2-methylphenyl)piperazin-1-yl]-2-{3-[(2R,6S)-2,6-dimethylmorpholin-4-carbonyl]-5,6-dihydrocyclopenta[c]pyrazol-1(4H)-yl}ethan-1-on ClC=1C(=C(C=CC1)N1CCN(CC1)C(CN1N=C(C2=C1CCC2)C(=O)N2C[C@H](O[C@H](C2)C)C)=O)C